CC1=NOC(=C1C=1C=C(C=C(C1)C=1C(=NOC1C)C)[C@@H](C)NC(C1=C(C=CC(=C1)OCCN(C)C)C)=O)C (R)-N-(1-(3,5-bis(3,5-dimethylisoxazol-4-yl)phenyl)ethyl)-5-(2-(dimethylamino)ethoxy)-2-methylbenzamide